C(C)(C)(C)OC(NCCN1C(C(=CC=C1)CCN1C(C2=CC=CC=C2C1=O)=O)=O)=O (2-(3-(2-(1,3-dioxoisoindolin-2-yl)ethyl)-2-oxopyridin-1(2H)-yl)ethyl)carbamic acid tert-butyl ester